FC1=C(C(=CC=C1)F)C=1NC2=C(C3=C(N1)C=NN3)C=CC=N2 5-(2,6-difluorophenyl)-1,6-dihydropyrazolo[4,3-d]pyrido[3,2-f][1,3]diazepine